4-(4-amino-1-(1-(3-(3-fluorophenyl)-4-oxo-4H-chromen-2-yl)ethyl)-1H-pyrazolo[3,4-d]pyrimidin-3-yl)thiophene-2-carbaldehyde NC1=C2C(=NC=N1)N(N=C2C=2C=C(SC2)C=O)C(C)C=2OC1=CC=CC=C1C(C2C2=CC(=CC=C2)F)=O